[N+](=O)([O-])[O-].C(C)N1C=[NH+]C=C1 1-Ethylimidazolium nitrat